N-(6-METHOXY-1-METHYL-1H-INDAZOL-7-YL)-1-(6-(TRIFLUOROMETHYL)PYRIMIDIN-4-YL)-1H-PYRAZOLE-4-SULFONAMID COC1=CC=C2C=NN(C2=C1NS(=O)(=O)C=1C=NN(C1)C1=NC=NC(=C1)C(F)(F)F)C